ClC1=C(C(N(C2=NC(=C(C=C12)Cl)C1=C(C=CC=C1OC)F)C=1C(=NC=NC1C(C)C)C(C)C)=O)[N+](=O)[O-] 4,6-dichloro-1-(4,6-diisopropylpyrimidin-5-yl)-7-(2-fluoro-6-methoxyphenyl)-3-nitro-1,8-naphthyridin-2(1H)-one